FC1=NC=C(C(=O)NCC2=C3C(=C(NC2=O)C)CCC3)C=C1 6-fluoro-N-((1-methyl-3-oxo-3,5,6,7-tetrahydro-2H-cyclopent[c]pyridin-4-yl)methyl)nicotinamide